(R)-6-cyclopropyl-N-(1-(3-(difluoromethyl)-2-fluorophenyl)ethyl)-2-methylpyrido[2,3-d]pyrimidin-4-amine C1(CC1)C1=CC2=C(N=C(N=C2N[C@H](C)C2=C(C(=CC=C2)C(F)F)F)C)N=C1